5-((8-(1-(2-methoxyethyl)-1H-pyrazol-4-yl)-1-methyl-1H-pyrazolo[3,4-d]pyrrolo[1,2-b]pyridazin-3-yl)amino)-6-methyl-N-(2-morpholinoethyl)nicotinamide COCCN1N=CC(=C1)C=1C=C2N(N=CC3=C2N(N=C3NC=3C(=NC=C(C(=O)NCCN2CCOCC2)C3)C)C)C1